7-(8-chloro-7-fluoronaphthalen-1-yl)-2-(((((2R,7aS)-2-fluorotetrahydro-1H-pyrrolizin-7a(5H)-yl)methoxy)pyridino[2,3-d]pyrimidin-4-yl)-1-(2-fluoroacryloyl)piperazin-2-yl)acetonitrile ClC=1C(=CC=C2C=CC=C(C12)C=1C=CC2=C(N=C(N=C2C2(N(CCNC2)C(C(=C)F)=O)CC#N)OC[C@]23CCCN3C[C@@H](C2)F)N1)F